isopropyl (trans-4-(5-(2-(N-(tert-butyl)sulfamoyl)-4-(pyrimidin-5-yl)phenyl)thiazol-2-yl)cyclohexyl)carbamate C(C)(C)(C)NS(=O)(=O)C1=C(C=CC(=C1)C=1C=NC=NC1)C1=CN=C(S1)[C@@H]1CC[C@H](CC1)NC(OC(C)C)=O